COC(=O)C1=CC2=C(OCCO2)C=C1[N+](=O)[O-] 7-nitro-1,4-benzodioxane-6-carboxylic acid methyl ester